FC=1C=C(N2N=C(N=CC21)N[C@H]2[C@@H](COCC2)O)C2=NC=C(C=C2)C2(CC2)F (3S,4R)-4-((5-fluoro-7-(5-(1-fluorocyclopropyl)pyridin-2-yl)pyrrolo[2,1-f][1,2,4]triazin-2-yl)amino)tetrahydro-2H-pyran-3-ol